(S)-(2-amino-4-hydroxy-5-methoxyphenyl)(5-(((tert-butyldimethylsilyl)oxy)methyl)-6-azaspiro[2.5]octan-6-yl)methanone NC1=C(C=C(C(=C1)O)OC)C(=O)N1[C@@H](CC2(CC2)CC1)CO[Si](C)(C)C(C)(C)C